1-(3-(8-fluoro-7-(3-hydroxynaphthalen-1-yl)-2-(((S)-1-methylpyrrolidin-2-yl)methoxy)quinazolin-4-yl)-3,9-diazabicyclo[4.2.1]nonan-9-yl)-4-(4-methylpiperazin-1-yl)butan-1-one FC=1C(=CC=C2C(=NC(=NC12)OC[C@H]1N(CCC1)C)N1CC2CCC(CC1)N2C(CCCN2CCN(CC2)C)=O)C2=CC(=CC1=CC=CC=C21)O